N-[5-(4-bromophenyl)-6-[2-[(5-bromo-2-pyrimidinyl)oxy]ethoxy]-4-pyrimidinyl]-N-propylsulfamide BrC1=CC=C(C=C1)C=1C(=NC=NC1OCCOC1=NC=C(C=N1)Br)N(S(=O)(=O)N)CCC